ClC=1C=C(NC2(CCC3(C(=CC4=CC=CC=C34)CC(C(C)C)COCC3=CC=C(C=C3)OC)CC2)C(=O)OC)C=CC1 methyl (1r,4r)-4-(3-chloroanilino)-2'-(2-{[(4-methoxyphenyl)methoxy]methyl}-3-methylbutyl)spiro[cyclohexane-1,1'-indene]-4-carboxylate